C1(=CC=CC=C1)[C@H]([C@H]1CNC2=CC=CN=C2C1)NC[C@H](C)C=1C=C(C=CC1)C1(COC1)C(=O)O 3-(3-((R)-1-(((S)-phenyl((R)-1,2,3,4-tetrahydro-1,5-naphthyridin-3-yl)methyl)amino)propan-2-yl)phenyl)oxetane-3-carboxylic acid